5,6-Bis-[4-(naphthalene-1-yl-phenyl-amino)-phenyl]-pyrazine-2,3-dicarbonitrile C1(=CC=CC2=CC=CC=C12)N(C1=CC=C(C=C1)C=1N=C(C(=NC1C1=CC=C(C=C1)N(C1=CC=CC=C1)C1=CC=CC2=CC=CC=C12)C#N)C#N)C1=CC=CC=C1